C(C)(=O)OC[C@H]1O[C@H]([C@@H]([C@H]([C@H]1OC(C)=O)N1N=NC(=C1)C1=CC(=C(C(=C1)F)F)F)OC)SC ((2R,3R,4S,5R,6S)-3-acetoxy-5-methoxy-6-(methylthio)-4-(4-(3,4,5-trifluorophenyl)-1H-1,2,3-triazol-1-yl)tetrahydro-2H-pyran-2-yl)methyl acetate